C(C1=CC=CC=C1)OC(=O)C(CCC[C@H](N)C(=O)O)N 6-((Benzyloxy)carbonyl)-L-lysine